FC=1C=C(C=C(C1COC1=NC(=CC=C1)C1CCNCC1)F)C(C)=O 1-(3,5-difluoro-4-(((6-(piperidin-4-yl)pyridin-2-yl)oxy)methyl)phenyl)ethan-1-one